C(CCC)C1NS(C2=C(N(C1)C1=CC=C(C=C1)F)C=C(C(=C2)OCC2(CC2)C(=O)OCC)SC)(=O)=O ethyl 1-(((3-butyl-5-(4-fluorophenyl)-7-(methylthio)-1,1-dioxido-2,3,4,5-tetrahydro-1,2,5-benzothiadiazepin-8-yl)oxy)methyl)cyclopropane-1-carboxylate